(7R)-2-[4-(4-methoxyphenoxy)phenyl]-7-(piperazin-1-yl)-4,5,6,7-tetrahydro-2H-pyrazolo[4,3-b]pyridine-3-carboxamide COC1=CC=C(OC2=CC=C(C=C2)N2N=C3C(NCC[C@H]3N3CCNCC3)=C2C(=O)N)C=C1